(E)-1-(4-(3-(trifluoromethoxy)styryl)benzyl)azetidine-3-carboxylate FC(OC=1C=C(/C=C/C2=CC=C(CN3CC(C3)C(=O)[O-])C=C2)C=CC1)(F)F